O1C(CCCC1)N1N=CC=2C1=NC=C(C2)O 1-tetrahydropyran-2-ylpyrazolo[3,4-b]pyridin-5-ol